Bis(2-methylbenzoyl) peroxide CC1=C(C(=O)OOC(C2=C(C=CC=C2)C)=O)C=CC=C1